ClC1=C2C(=NC(=C1)N1[C@@H](COCC1)C)C(=NS2)OCC2=CC=C(C=C2)OC (R)-4-(7-chloro-3-((4-methoxybenzyl)oxy)isothiazolo[4,5-b]pyridin-5-yl)-3-methylmorpholine